C(C)(C)(C)OC(=O)N1CC(CC1)(C(=O)OC(C)(C)C)C1=C(C(=C(C=C1)N)N)F 3-(3,4-diamino-2-fluorophenyl)pyrrolidine-1,3-dicarboxylic acid di-tert-butyl ester